dimethyl 1H-pyrrole-3,4-dicarboxylate N1C=C(C(=C1)C(=O)OC)C(=O)OC